C(CCC)N1C(N(CC1)CCCC)=O 1,3-di(n-butyl)-2-imidazolidinone